2-[(1-Cyanocyclopropyl)carbonyl]-N-[2-fluoro-4-(1,1,1,3,3,3-hexafluoro-2-hydroxypropan-2-yl)phenyl]-5-(methylsulfonyl)-2,3-dihydro-1H-isoindol-1-carboxamid C(#N)C1(CC1)C(=O)N1C(C2=CC=C(C=C2C1)S(=O)(=O)C)C(=O)NC1=C(C=C(C=C1)C(C(F)(F)F)(C(F)(F)F)O)F